(E)-2-cyano-N-methylacetamide C(#N)CC(=O)NC